(2R)-1-[(4aR,8aS)-3,4,4a,5,6,7,8,8a-octahydro-2H-quinolin-1-yl]-3-[benzyl(methyl)amino]-2-[(4-ethylphenyl)methylamino]propan-1-one N1(CCC[C@H]2CCCC[C@H]12)C([C@@H](CN(C)CC1=CC=CC=C1)NCC1=CC=C(C=C1)CC)=O